CNC1=NC=C(C(=C1)N1CCN(CC1)C)N N2-methyl-4-(4-methylpiperazin-1-yl)pyridine-2,5-diamine